(1-carbonyl-1,2-dihydroisoquinolin-5-yl)-5-(trifluoromethoxy)-N-(2-(trifluoromethyl)pyridin-4-yl)-1H-pyrazole-4-carboxamide C(=O)=C1NC=CC2=C(C=CC=C12)N1N=CC(=C1OC(F)(F)F)C(=O)NC1=CC(=NC=C1)C(F)(F)F